4,4'-bis(2,5-dimethylbenzenyl)-biphenyl CC1=C(C=C(C=C1)C)C1=CC=C(C=C1)C1=CC=C(C=C1)C1=C(C=CC(=C1)C)C